C(CCCCCCCCCCCCC(=O)OC)(=O)OC dimethyl 1,14-tetradecanedioate